C(CCSSCCCP(O)(=O)O)P(O)(=O)O.[Na] sodium 3,3'-dithiobis(1-propanephosphonic acid)